C(=O)[O-].C(C)N1C=[N+](C=C1)C 1-ethyl-3-methylimidazolium formate salt